N,N,5-trimethylimidazo[1,2-a]pyridine-3-carboxamide CN(C(=O)C1=CN=C2N1C(=CC=C2)C)C